FC1CN(C1)C1=NC(=C(C(=C1C#N)C1=CC=C(C=C1)[C@@H]1COCC1)C#N)SC |o1:19| 2-(3-fluoroazetidin-1-yl)-6-methylsulfanyl-4-[4-[(3R*)-tetrahydrofuran-3-yl]phenyl]pyridine-3,5-dicarbonitrile